(5-nitropyridin-2-yl)methanone [N+](=O)([O-])C=1C=CC(=NC1)C=O